methyl 3-methyl-5-(trifluoromethyl)imidazole-4-carboxylate CN1C=NC(=C1C(=O)OC)C(F)(F)F